(S)-4-(3-fluorobenzyl)-N-(5-methyl-7-(2-morpholinyl-2-oxoethoxy)-4-oxo-2,3,4,5-tetrahydrobenzo[b][1,4]oxazepin-3-yl)-1H-pyrazole-1-carboxamide FC=1C=C(CC=2C=NN(C2)C(=O)N[C@@H]2C(N(C3=C(OC2)C=CC(=C3)OCC(=O)N3CCOCC3)C)=O)C=CC1